6-(3,5-dimethylisoxazol-4-yl)quinazoline-2-carboxamide CC1=NOC(=C1C=1C=C2C=NC(=NC2=CC1)C(=O)N)C